cis-2-[[1-(cyclobutyl-methyl)-3-[(4-methoxyphenyl)-methyl]-2-oxo-8-phenyl-1,3-diazaspiro[4.5]decan-8-yl]-methyl-amino]-acetic acid methyl ester COC(CN(C)C1(CCC2(CN(C(N2CC2CCC2)=O)CC2=CC=C(C=C2)OC)CC1)C1=CC=CC=C1)=O